CC1CCCC1C(=O)O 5-methylcyclopentane-1-carboxylic acid